NC1=CC=C(N=N1)C1CCN(CC1)C(=O)C1=CC(=C(C=C1)C1=CC=C(C=C1)OCC(F)(F)F)OC [4-(6-Amino-pyridazin-3-yl)-piperidin-1-yl]-[2-methoxy-4'-(2,2,2-trifluoro-ethoxy)-biphenyl-4-yl]-methanone